N-(2,6-difluorophenyl)[5-(3,5-dimethylbenzo[d]isoxazol-6-yl)(2-thienyl)]carboxamide FC1=C(C(=CC=C1)F)NC(=O)C=1SC(=CC1)C1=CC2=C(C(=NO2)C)C=C1C